N-(4-piperidinyl)-L-proline N1CCC(CC1)N1[C@@H](CCC1)C(=O)O